C(C1=CC=CC=C1)N1C(C2(CCC3=C(C=CC=C23)F)C1)=O 1-benzyl-4'-fluoro-spiro[azetidine-3,1'-indane]-2-one